C(C=C)(=O)N1C[C@H](C[C@@H]1COC)N1N=C(C(=C1NC)C(=O)N)C#CC1=CC2=C(N(C=N2)C2CC2)C(=C1Cl)F 1-((3S,5R)-1-acryloyl-5-(methoxymethyl)pyrrolidin-3-yl)-3-((6-chloro-1-cyclopropyl-7-fluoro-1H-benzo[d]imidazol-5-yl)ethynyl)-5-(methylamino)-1H-pyrazole-4-carboxamide